2,6-diazabicyclo[3.2.1]octane-6-carbonitrile C12NCCC(N(C1)C#N)C2